Methyl 2-([1-(2-chlorophenyl)-5-(3-cyclobutoxyphenyl)-1H-pyrazol-3-yl]methoxy)-2-methylpropanoate ClC1=C(C=CC=C1)N1N=C(C=C1C1=CC(=CC=C1)OC1CCC1)COC(C(=O)OC)(C)C